C(C=C)OC1=C(C=CC(=C1)F)C(C)N1CCN(CC1)C1=C(C(N(C2=CC=C(N=C12)Cl)C)=O)C#N 4-(4-(1-(2-(allyloxy)-4-fluorophenyl)ethyl)piperazin-1-yl)-6-chloro-1-methyl-2-oxo-1,2-dihydro-1,5-naphthyridine-3-carbonitrile